6-(2-(methoxymethoxy)phenyl)-4-(1-((2-(trimethylsilyl)ethoxy)methyl)-1H-pyrazol-4-yl)pyridazin-3-amine COCOC1=C(C=CC=C1)C1=CC(=C(N=N1)N)C=1C=NN(C1)COCC[Si](C)(C)C